1-butyl-2-(2-[3-[2-(1-butyl-1H-benzo[cd]indol-2-ylidene)-ethylidene]-2-phenyl-cyclohex-1-enyl]-vinyl)-benzo[cd]indol C(CCC)N1C(C2=C3C(C=CC=C13)=CC=C2)C=CC2=C(C(CCC2)=CC=C2N(C1=CC=CC=3C1=C2C=CC3)CCCC)C3=CC=CC=C3